C(#N)C1CC2(C1)CC(N(CC2)CC2=C1C=CNC1=C(C=C2OC)C)C2=CC=C(C(=O)NC(C(=O)O)C1COC1)C=C2 2-(4-(2-cyano-7-((5-methoxy-7-methyl-1H-indol-4-yl)methyl)-7-azaspiro[3.5]nonan-6-yl)benzamido)-2-(oxetan-3-yl)acetic acid